8-(tert-butoxycarbonyl)amino-6-fluoroquinoline C(C)(C)(C)OC(=O)NC=1C=C(C=C2C=CC=NC12)F